The molecule is an organophosphate oxoanion arising from deprotonation of the phosphate and diphosphate OH groups of 2-hydro-beta-NADP; major species at pH 7.3. It is a conjugate base of a 2-hydro-beta-NADP. C1C(=CC=CN1[C@H]2[C@@H]([C@@H]([C@H](O2)COP(=O)([O-])OP(=O)([O-])OC[C@@H]3[C@H]([C@H]([C@@H](O3)N4C=NC5=C(N=CN=C54)N)OP(=O)([O-])[O-])O)O)O)C(=O)N